OCCNC1=NN2C(C(=CC=C2)C=2C=NC(=CC2)N2CC3N(C(C2)C3)CC=3C=NC(=CC3)OC)=C1C#N ((2-hydroxyl-ethyl)amino)-4-(6-(6-((6-methoxypyridin-3-yl)methyl)-3,6-diazabicyclo[3.1.1]hept-3-yl)Pyridin-3-yl)pyrazolo[1,5-a]pyridine-3-carbonitrile